NC1=CC(=CC(=N1)N1C2C(CC1)CN(C2)C(=O)OC(C)(C)C)C tert-butyl 1-(6-amino-4-methylpyridin-2-yl)hexahydropyrrolo[3,4-b]pyrrole-5(1H)-carboxylate